ClC1=CC(=CC(=N1)N1C(C2=CC(=CC=C2C1)C1(COC1)CC1=NN=CN1C)=O)CN(CCC(F)(F)F)C 2-(6-Chloro-4-((methyl(3,3,3-trifluoropropyl)amino)methyl)pyridin-2-yl)-6-(3-((4-methyl-4H-1,2,4-triazol-3-yl)methyl)oxetan-3-yl)isoindolin-1-one